(7-(3-chloro-2-cyclopropyl-5-(methoxymethoxy)phenyl)-6,8-difluoro-2-((tetrahydro-1H-pyrrolizin-7a(5H)-yl)methoxy)quinazolin-4-yl)-6-methyl-1,4-oxazepan-6-ol ClC=1C(=C(C=C(C1)OCOC)C1=C(C=C2C(=NC(=NC2=C1F)OCC12CCCN2CCC1)C1OCC(CNC1)(O)C)F)C1CC1